dimethyl-4-[(phenoxycarbonyl)amino]thiophene-2,3-dicarboxylic acid COC(=O)C1=C(SC=C1NC(=O)OC1=CC=CC=C1)C(=O)OC